O=C1NC2C(SC=3N=CC=C(N1C1=NC=C(C=C1)OC1=CC=CC=C1)C32)C(=O)O 4-oxo-5-(5-phenoxypyridin-2-yl)-4,5-dihydro-3H-1-thia-3,5,8-triazaAcenaphthene-2-carboxylic acid